N-(3-((5-(2-chloro-4-fluorophenyl)-2-((1-methyl-1H-pyrazol-4-yl)amino)pyrimidin-4-yl)amino)-4-fluorophenyl)acrylamide ClC1=C(C=CC(=C1)F)C=1C(=NC(=NC1)NC=1C=NN(C1)C)NC=1C=C(C=CC1F)NC(C=C)=O